FC(C1=CC=C(C=N1)C1CC(OC(C1)=O)=O)(F)F 4-(6-(trifluoromethyl)pyridin-3-yl)dihydro-2H-pyran-2,6(3H)-dione